C(=O)O.COC1=CC=C(CN2N=CC(=C2)C=2SC=C(N2)C(=O)NC=2C(=NN(C2)CC(C(F)(F)F)(C(F)(F)F)O)C2=NC=CC=C2)C=C1 2-(1-(4-methoxybenzyl)-1H-pyrazol-4-yl)-N-(3-(pyridin-2-yl)-1-(3,3,3-trifluoro-2-hydroxy-2-(trifluoromethyl)propyl)-1H-pyrazol-4-yl)thiazole-4-carboxamide formate